Br[Mg]C1=CC(=C(C=C1)OC)F bromo(3-fluoro-4-methoxyphenyl)magnesium